COC(=O)C=1C(N(N=C(C1)C1=CC=C(C=C1)Cl)C1=CC(=NN1)C)=O 6-(4-chlorophenyl)-2-(3-methyl-1H-pyrazol-5-yl)-3-oxo-2,3-dihydropyridazine-4-carboxylic acid methyl ester